5-((4-(4'-chloro-[1,1'-biphenyl]-2-carbonyl)piperazin-1-yl)methyl)-1-oxoisoindole ClC1=CC=C(C=C1)C=1C(=CC=CC1)C(=O)N1CCN(CC1)CC=1C=C2C=NC(C2=CC1)=O